(R)-N-(1-(3-amino-5-(trifluoromethyl)phenyl)ethyl)-4-methyl-7-(piperazin-1-yl)pyrido[3,4-d]pyridazin-1-amine NC=1C=C(C=C(C1)C(F)(F)F)[C@@H](C)NC1=C2C(=C(N=N1)C)C=NC(=C2)N2CCNCC2